CC(CC1=NOC(=C1)NC(CC)=O)(C)C N-[3-(2,2-dimethylpropyl)-1,2-oxazol-5-yl]propanamide